(1-bromonaphthalen-2-yl)-N,N'-bis(4-fluorophenyl)phosphoric acid diamide BrC1=C(C=CC2=CC=CC=C12)N(P(NC1=CC=C(C=C1)F)(O)=O)C1=CC=C(C=C1)F